C(CCCCCCC(=O)OC(CCCCCC)CCCCCCCC)(=O)OC(C(OCCN(C)C)=O)CC(OCCCCCC(OC(CCCCCCCC)CCCCCC)=O)=O 1-(18-hexyl-2-methyl-6,9,16-trioxo-5,10,17-trioxa-2-azahexacosan-7-yl) 8-(pentadecan-7-yl) octanedioate